(3-(2-((2-(3-chlorophenyl)propan-2-yl)amino)-2-oxoethyl)-1-(4-hydroxy-4-methylcyclohexyl)azetidin-3-yl)-5-(2,4-difluorophenyl)thiazole-2-carboxamide ClC=1C=C(C=CC1)C(C)(C)NC(CC1(CN(C1)C1CCC(CC1)(C)O)C=1N=C(SC1C1=C(C=C(C=C1)F)F)C(=O)N)=O